6-(4-Methoxy-2,6-dimethylphenyl)-N-[(2-oxo-1H-pyridin-3-yl)sulfonyl]-2-[(4S)-2,2,4-trimethylpyrrolidin-1-yl]pyridin-3-carboxamid COC1=CC(=C(C(=C1)C)C1=CC=C(C(=N1)N1C(C[C@@H](C1)C)(C)C)C(=O)NS(=O)(=O)C=1C(NC=CC1)=O)C